C(C1=CC=CC=C1)N1C[C@H]([C@@H](C1)C1=CC(=CC=C1)F)NC(=O)[C@H]1N(C[C@@H](C1)O)C([C@H](C(C)(C)C)N1N=NC(=C1)C1CC1)=O (2S,4r)-N-[(3S,4r)-1-benzyl-4-(3-fluorophenyl)pyrrolidin-3-yl]-1-[(2S)-2-(4-cyclopropyltriazol-1-yl)-3,3-dimethyl-butyryl]-4-hydroxy-pyrrolidine-2-carboxamide